Tert-butyl (1R,2S)-2-[1-(tert-butoxycarbonyl)-3-[(3-oxo-2H-1-benzofuran-7-yl)amino]indazol-6-yl]-5'-methoxy-2'-oxospiro[cyclopropane-1,3'-indole]-1'-carboxylate C(C)(C)(C)OC(=O)N1N=C(C2=CC=C(C=C12)[C@@H]1C[C@@]12C(N(C1=CC=C(C=C21)OC)C(=O)OC(C)(C)C)=O)NC2=CC=CC=1C(COC12)=O